tetra-acetyl-β-D-glucopyranose trichloroacetimidate ClC(C(O)=N)(Cl)Cl.C(C)(=O)[C@@]1([C@@]([C@]([C@](O)(O[C@@H]1CO)C(C)=O)(O)C(C)=O)(O)C(C)=O)O